N-(2-(3-isopropylpiperazin-1-yl)-5-methoxypyrimidin-4-yl)-1H-indazol-5-amine C(C)(C)C1CN(CCN1)C1=NC=C(C(=N1)NC=1C=C2C=NNC2=CC1)OC